NC=1C=C(C(=O)OC)C=C(C1)OCC methyl 3-amino-5-ethoxy-benzoate